1-(4-(5-(difluoromethyl)-1,3,4-oxadiazole-2-yl)-2-fluorobenzyl)-3,5-bis(1-methylpiperidine-4-yl)-1,3-dihydro-2H-benzo[d]imidazole-2-one FC(C1=NN=C(O1)C1=CC(=C(CN2C(N(C3=C2C=CC(=C3)C3CCN(CC3)C)C3CCN(CC3)C)=O)C=C1)F)F